CO[Si](CCC(F)(F)F)(C)OC dimethoxy(methyl)(3,3,3-trifluoropropyl)silane